(1S,3S,4S)-2-(7-chloro-1H-indole-2-carbonyl)-5,5-difluoro-N-((S,Z)-4-fluoro-4-(methylsulfonyl)-1-((R)-2-oxopyrrolidin-3-yl)but-3-en-2-yl)-2-azabicyclo[2.2.2]octane-3-carboxamide ClC=1C=CC=C2C=C(NC12)C(=O)N1[C@@H]2CC([C@H]([C@H]1C(=O)N[C@@H](C[C@@H]1C(NCC1)=O)\C=C(/S(=O)(=O)C)\F)CC2)(F)F